(S)-2-((4-(6-((5-chlorothiazol-2-yl)methoxy)pyridin-2-yl)piperidin-1-yl)methyl)-1-(oxetan-2-ylmethyl)-1H-benzo[d]imidazole-6-carboxylic acid ClC1=CN=C(S1)COC1=CC=CC(=N1)C1CCN(CC1)CC1=NC2=C(N1C[C@H]1OCC1)C=C(C=C2)C(=O)O